N-[(1S)-1-[[(1S)-1-[5-(2,4-difluorophenyl)-1H-imidazol-2-yl]ethyl]carbamoyl]-3-oxo-3-(1-piperidyl)propyl]-4-methyl-pentanamide FC1=C(C=CC(=C1)F)C1=CN=C(N1)[C@H](C)NC(=O)[C@H](CC(N1CCCCC1)=O)NC(CCC(C)C)=O